CC1=CC=C(C=C1)C1=NN=CO1 5-(4-methylphenyl)-1,3,4-oxadiazole